4-bromo-N-(4-cyano-2-fluorophenyl)-N-(methoxymethyl)-1-(4-methyl-benzenesulfonyl)pyrrole-3-sulfonamide BrC=1C(=CN(C1)S(=O)(=O)C1=CC=C(C=C1)C)S(=O)(=O)N(COC)C1=C(C=C(C=C1)C#N)F